CCCCCCCCC=CCC 9-dodecen